C(C)(C)C1C(CCCC1)C(=O)N 2-isopropylcyclohexanecarboxamide